(+/-)-3-(4-(2-hydroxyethoxy)-3-methoxyphenyl)acrylic acid OCCOC1=C(C=C(C=C1)C=CC(=O)O)OC